2-{[(tert-butoxy)carbonyl]amino}-4-methylpentanoic acid C(C)(C)(C)OC(=O)NC(C(=O)O)CC(C)C